C(C)(C)(C)C1=CC=C(C=C1)N1C2=NN=C(N2C=2C=NC3=CC=C(C=C3C12)C=1C=CC(=NC1)NCCN1CCCC1)CC 5-[16-(4-tert-butylphenyl)-12-ethyl-8,11,13,14,16-pentaazatetracyclo[8.6.0.02,7.011,15]Hexadec-1(10),2,4,6,8,12,14-heptaen-4-yl]-N-[2-(pyrrolidin-1-yl)ethyl]Pyridin-2-amine